1,3,5-tri[4-(pyridin-4-yl)phenyl]benzene N1=CC=C(C=C1)C1=CC=C(C=C1)C1=CC(=CC(=C1)C1=CC=C(C=C1)C1=CC=NC=C1)C1=CC=C(C=C1)C1=CC=NC=C1